C(C)(C)(C)OC(=O)N1C[C@@H](CCC1)OC=1N(N=CC1C=1C=C2C(=NN(C2=CC1)C1OCCCC1)C#C[Si](C(C)C)(C(C)C)C(C)C)C (3R)-3-[2-methyl-4-[1-tetrahydropyran-2-yl-3-(2-triisopropylsilylethynyl)indazol-5-yl]pyrazol-3-yl]oxypiperidine-1-carboxylic acid tert-butyl ester